CN1N=CC(=C1C)CN1C2=C(C(=C(C1=O)O)C(=O)O)SC=C2 4-[(1,5-dimethyl-1H-pyrazol-4-yl)methyl]-6-hydroxy-5-oxo-4,5-dihydrothieno[3,2-b]pyridine-7-carboxylic acid